N-[(6-Amino-2-pyridyl)sulfonyl]-6-(3-fluoro-5-isobutoxyphenyl)-2-(1-phenylpropoxy)pyridin-3-carboxamid NC1=CC=CC(=N1)S(=O)(=O)NC(=O)C=1C(=NC(=CC1)C1=CC(=CC(=C1)OCC(C)C)F)OC(CC)C1=CC=CC=C1